ClC1=C(C=CC(=N1)C1=CC(=NC=C1)C)OC[C@](CC(C)C)(N)C (S)-1-((6-chloro-2'-methyl-[2,4'-bipyridinyl]-5-yl)oxy)-2,4-dimethylpentan-2-amine